2-(N,N-dimethylaminosulfonyl-ethyl)benzene (3,3-difluorocyclobutyl)methanesulfonate FC1(CC(C1)CS(=O)(=O)O)F.CN(C)S(=O)(=O)CCC1=CC=CC=C1